1-methyl-1-(2-propenyl)piperidinium iodide [I-].C[N+]1(CCCCC1)CC=C